Methyl 2-((5-(4-((2-fluoro-4-isocyanobenzyl)oxy)pyrimidin-2-yl)-3,3a,4,6a-tetrahydrocyclopenta[c]pyrrol-2(1H)-yl)methyl)-1-(2-methoxyethyl)-1H-benzo[d]imidazole-6-carboxylate FC1=C(COC2=NC(=NC=C2)C=2CC3C(CN(C3)CC3=NC4=C(N3CCOC)C=C(C=C4)C(=O)OC)C2)C=CC(=C1)[N+]#[C-]